1-((5S)-5-(4-chlorobenzyl)morpholin-2-yl)-2,2,2-trifluoroethanol 2,2,2-trifluoro-acetate FC(C(=O)O)(F)F.ClC1=CC=C(C[C@H]2COC(CN2)C(C(F)(F)F)O)C=C1